C(C)(C)(C)OC(=O)N1CC2C(C1)CC(C2)C(C(=O)OCC)C 5-(1-ethoxy-1-oxoprop-2-yl)hexahydrocyclopenta[c]pyrrole-2(1H)-carboxylic acid tert-butyl ester